C(#N)C1=CC(=C(COC2=CC=CC(=N2)C2=CC(=C(CC3=NC4=C(N3CCOC)C=C(C(=C4)C)C(=O)OCC)C=C2F)F)C=C1)F ethyl 2-(4-(6-((4-cyano-2-fluorobenzyl) oxy) pyridin-2-yl)-2,5-difluorobenzyl)-1-(2-methoxyethyl)-5-methyl-1H-benzo[d]imidazole-6-carboxylate